B(O[Si](C)(C)Cl)(O[Si](C)(C)C)O[Si](C)(C)C chlorodimethylsilyl bis(trimethylsilyl) borate